(2S,5R)-2-(N-(2-hydroxyacetyl) carbamimidoyl)-7-oxo-1,6-diazabicyclo[3.2.1]octan-6-yl hydrogen sulfate S(=O)(=O)(ON1[C@@H]2CC[C@H](N(C1=O)C2)C(NC(CO)=O)=N)O